pyrrolo[1,2-b]pyridazine-6-carboxylic acid N=1N2C(C=CC1)=CC(=C2)C(=O)O